BrC1=C(C=C(C(=C1Br)OCC1=C(C=CC=C1)C(F)(F)F)OC)C1=NC2=C(N1)C=CC=C2C(=O)N 2-(2,3-dibromo-5-methoxy-4-((2-trifluoromethylphenyl)methoxy)phenyl)-1H-benzo[d]imidazole-4-carboxamide